C(C)(=O)O[C@@H]1[C@H](O[C@H]([C@@H]([C@H]1OC(C)=O)OC(C)=O)SN1CCSCC1)COC(C)=O (2R,3R,4S,5R,6S)-2-(acetoxymethyl)-6-(thiomorpholinothio)tetrahydro-2H-pyran-3,4,5-triyl triacetate